2-phenyl-2,5-diazabicyclo[2.2.1]heptane C1(=CC=CC=C1)N1C2CNC(C1)C2